C(C)OC([C@@H]([C@H](\C=C\C1=CC=C(C=C1)C)O)O)=O (2R,3S,E)-2,3-dihydroxy-5-(p-tolyl)pent-4-enoic acid ethyl ester